C(C)(C)N(CCN1CCN(CC1)CC=1C=C(C=CC1O)NC(C)=O)C(C)C N-(3-((4-(2-(Diisopropylamino)ethyl)piperazin-1-yl)methyl)-4-hydroxyphenyl)acetamide